CC1=CC=C(C=C1)S(=O)(=O)[O-].C(CCCCCCCCC)C=1C(=C(C=CC1)[I+]CCCCCCCCCCCCC)C1=CC=CC=C1 n-decylphenyl-n-tridecylphenyliodonium p-toluenesulfonate